(R)-3-(1-((6-(4-hydroxy-1-(methylsulfonyl)piperidin-4-yl)-7-methoxy-2-methylquinazolin-4-yl)amino)ethyl)-2-methylbenzonitrile OC1(CCN(CC1)S(=O)(=O)C)C=1C=C2C(=NC(=NC2=CC1OC)C)N[C@H](C)C=1C(=C(C#N)C=CC1)C